CC1=NC(=NC(=C1)C)[C@H]1CNCC1 (R)-4,6-dimethyl-2-(pyrrolidin-3-yl)pyrimidine